3-isopropyl-5-(4-(1-((5-(pyridazin-4-yl)thiazolo[5,4-b]pyridin-2-yl)oxy)ethyl)piperidin-1-yl)-1,2,4-oxadiazol C(C)(C)C1=NOC(=N1)N1CCC(CC1)C(C)OC=1SC2=NC(=CC=C2N1)C1=CN=NC=C1